ethyl N-[6-(oxolan-3-yl)-[1,3]thiazolo[4,5-b]pyrazin-2-yl]carbamate O1CC(CC1)C=1N=C2C(=NC1)N=C(S2)NC(OCC)=O